1-(6-(1-((5-(5-(difluoromethyl)-1,3,4-oxadiazol-2-yl)pyridin-2-yl)methyl)-1H-1,2,3-triazol-4-yl)-1H-indol-3-yl)-N,N-dimethylmethylamine FC(C1=NN=C(O1)C=1C=CC(=NC1)CN1N=NC(=C1)C1=CC=C2C(=CNC2=C1)CN(C)C)F